ClC=1C=NC(=C(C(=O)NC2CCC(CC2)CN2C(N(C=3C2=NC=CC3)C3=CC(=C(C=C3)F)OC)=O)C1)C(F)F 5-chloro-2-(difluoromethyl)-N-((1r,4r)-4-((1-(4-fluoro-3-methoxyphenyl)-2-oxo-1H-imidazo[4,5-b]pyridin-3(2H)-yl)methyl)cyclohexyl)nicotinamide